tert-butyl (S)-((1-(6-chloro-4-isopropyl-2,7-naphthyridin-1-yl)azetidin-2-yl)methyl)carbamate ClC=1C=C2C(=CN=C(C2=CN1)N1[C@@H](CC1)CNC(OC(C)(C)C)=O)C(C)C